(5-fluoro-2,3-dihydro-1H-inden-1-yl)-1-methyl-1H-indole-3-carboxamide FC=1C=C2CCC(C2=CC1)C=1N(C2=CC=CC=C2C1C(=O)N)C